CC=1C=C2C(=NC1)NC=C2C(=O)O 5-methyl-1H-pyrrolo[2,3-b]pyridine-3-carboxylic acid